Cl.COC=1C=C2C(NN=C(C2=CC1OC)C1=C(C(=C(CS(=O)(=O)NC)C=C1)F)F)=O (4-(6,7-dimethoxy-4-oxo-3,4-dihydro-phthalazin-1-yl)-2,3-difluorobenzyl)-N-methylsulfonamide hydrochloride